bis(3-(3-ethylimidazolyl)propyl)-N-methyl-amine C(C)N1C(=NC=C1)CCCN(C)CCCC1=NC=CN1CC